3,4-dichloro-2-amino-5-fluorobiphenyl ClC=1C(=C(C=C(C1Cl)F)C1=CC=CC=C1)N